ClC=1C(=CC(=C(C1)S(=O)(=O)N(C=1N=CSC1)CC1=CC=C(C=C1)OC)F)F 5-chloro-2,4-difluoro-N-(4-methoxybenzyl)-N-(thiazol-4-yl)benzenesulfonamide